2,2'-[(3-hydroxyphenyl)methylene]bis(3,5-dimethylphenol) OC=1C=C(C=CC1)C(C1=C(C=C(C=C1C)C)O)C1=C(C=C(C=C1C)C)O